1,3-bis(2-fluorophenyl)urea FC1=C(C=CC=C1)NC(=O)NC1=C(C=CC=C1)F